COC1=C(C=CC(=C1OCCC)N)C1=C(C(=C(N)C=C1)CCCC)OCC 2-methoxy-2'-ethoxy-3-propoxy-3'-butylbenzidine